IC=1C=C(C=CC1C(=O)O)C1=CC=CC=C1 3-iodo-[1,1'-biphenyl]-4-carboxylic acid